4,5-dihydrotoluene CC=1C=CCCC1